N1C(C2(C3=CC=CC=C13)CCCC2)=O spiro[cyclopentane-1,3'-indolin]-2'-one